C(C)C1=CC=C(C(=N1)C(F)(F)F)N1C=NC(=C1)C1=NC(=NC=C1C(F)(F)F)NC1CCN(CC1)S(=O)(=O)C 4-(1-(6-Ethyl-2-(trifluoromethyl)pyridin-3-yl)-1H-imidazol-4-yl)-N-(1-(methylsulfonyl)piperidin-4-yl)-5-(trifluoromethyl)pyrimidin-2-amine